(S)-N-(1-(3-(2-methoxyphenyl)pyrazolo[1,5-a]pyrimidin-5-yl)pyrrolidin-3-yl)-N-methylbutanamide COC1=C(C=CC=C1)C=1C=NN2C1N=C(C=C2)N2C[C@H](CC2)N(C(CCC)=O)C